C1(=CC=CC=C1)P1(C=CCC1)=O 1-phenyl-1-oxophospholene